2,4-dichloro-5-isopropyl-9-methoxy-8-(3-methoxypropoxy)-5,6-dihydrobenzo[h]quinoline-3-carboxylic acid ClC1=NC=2C3=C(CC(C2C(=C1C(=O)O)Cl)C(C)C)C=C(C(=C3)OC)OCCCOC